C(C)C(C(=O)OCCOC)C(CC)CC 2-methoxyethyl 2,3-diethylpentanoate